1-[4-(2-Chloro-4-fluorophenyl)piperidin-1-yl]-2-{3-[(2R,6S)-2,6-dimethylmorpholin-4-carbonyl]-5,6-dihydrocyclopenta[c]pyrazol-1(4H)-yl}ethan-1-on ClC1=C(C=CC(=C1)F)C1CCN(CC1)C(CN1N=C(C2=C1CCC2)C(=O)N2C[C@H](O[C@H](C2)C)C)=O